C(C)OC1=CC=C(C=C1)N1C=NN(C1=O)CSC1=CC(=C(OCC(=O)O)C=C1)C 2-(4-(((4-(4-Ethoxyphenyl)-5-oxo-4,5-dihydro-1H-1,2,4-triazol-1-yl)methyl)thio)-2-methylphenoxy)acetic acid